NCCCCNCCCCCCN (4-amino-butyl)(6-amino-hexyl)amine